O=C1OC2(CN1C1=NC3=C(OCC(N3)=O)N=C1)CCN(CC2)CC2CC1=C(C3=C(N=C(O3)CN)C=C1C2)F 6-[2-oxo-8-[[2-(aminomethyl)-8-fluoro-6,7-dihydro-5H-cyclopenta[f][1,3]benzoxazol-6-yl]methyl]-1-oxa-3,8-diazaspiro[4.5]decan-3-yl]-4H-pyrazino[2,3-b][1,4]oxazin-3-one